ClC1=C(C=CC(=C1)C)N1C(C(CC1)NC(C(=O)C1=CNC2=CC=C(C=C12)NC(=O)[C@H]1NC[C@@H](C1)O)=O)=O (2S,4R)-N-(3-(2-((1-(2-chloro-4-methylphenyl)-2-oxopyrrolidin-3-yl)amino)-2-oxoacetyl)-1H-indol-5-yl)-4-hydroxypyrrolidine-2-carboxamide